6-(2,4-dimethoxypyrimidin-5-yl)-[1,2,4]triazolo[1,5-b]pyridazine COC1=NC=C(C(=N1)OC)C=1C=CC=2N(N1)N=CN2